2-((5-(5-(3,5-dichlorophenyl)-5-(trifluoromethyl)-4,5-dihydro-1H-pyrazol-3-yl)-1,3,4-oxadiazol-2-yl)thio)-N-(4-(trifluoromethoxy)phenyl)acetamide ClC=1C=C(C=C(C1)Cl)C1(CC(=NN1)C1=NN=C(O1)SCC(=O)NC1=CC=C(C=C1)OC(F)(F)F)C(F)(F)F